C(CC=C)OC1=CC(=CC=2N1N=CC2)N2N=C(C=C2C2CC2)C(C)N(C(=O)N[C@H](CC=C)CCC(F)(F)F)CC 1-(1-(1-(7-(But-3-en-1-yloxy)pyrazolo[1,5-a]pyridin-5-yl)-5-cyclopropyl-1H-pyrazol-3-yl)ethyl)-1-ethyl-3-((S)-7,7,7-trifluorohept-1-en-4-yl)urea